3-(1-pyridin-2-yl-cyclopropylcarbamoyl)-piperidine-1-carboxylic acid tert-butyl ester C(C)(C)(C)OC(=O)N1CC(CCC1)C(NC1(CC1)C1=NC=CC=C1)=O